(4-acetoxyphenyl)methyl-(2-methylbenzyl)sulfonium tetrakis(pentafluorophenyl)borate FC1=C(C(=C(C(=C1[B-](C1=C(C(=C(C(=C1F)F)F)F)F)(C1=C(C(=C(C(=C1F)F)F)F)F)C1=C(C(=C(C(=C1F)F)F)F)F)F)F)F)F.C(C)(=O)OC1=CC=C(C=C1)C[SH+]CC1=C(C=CC=C1)C